2-((4-fluoro-2-isopropylphenyl)amino)-5-(trifluoromethyl)-benzoic acid FC1=CC(=C(C=C1)NC1=C(C(=O)O)C=C(C=C1)C(F)(F)F)C(C)C